(R)-1-phenylethylamine C1(=CC=CC=C1)[C@@H](C)N